4-(7-(3-aminopiperidine-1-yl)-3-(m-tolyl)-3H-imidazo[4,5-b]pyridine-2-yl)-2-fluorobenzonitrile NC1CN(CCC1)C1=C2C(=NC=C1)N(C(=N2)C2=CC(=C(C#N)C=C2)F)C=2C=C(C=CC2)C